2-benzyl-N-(8-fluoro-3-quinolyl)-2,4-dimethyl-pentanamide C(C1=CC=CC=C1)C(C(=O)NC=1C=NC2=C(C=CC=C2C1)F)(CC(C)C)C